N-(4-trifluoromethoxyphenyl)-2,3,4-trihydroxybenzamide FC(OC1=CC=C(C=C1)NC(C1=C(C(=C(C=C1)O)O)O)=O)(F)F